1-((R)-1-(2-cyclopropylpyrimidin-5-yl)ethyl)-6-((1S,2S)-2-(5-fluoropyrimidin-2-yl)cyclobutyl)-4-oxo-4,5-dihydro-1H-pyrazolo[3,4-d]pyrimidine-3-carbonitrile C1(CC1)C1=NC=C(C=N1)[C@@H](C)N1N=C(C2=C1N=C(NC2=O)[C@@H]2[C@H](CC2)C2=NC=C(C=N2)F)C#N